1,4-diazabicyclo[2.2.2]Octane fluoroborate F[B-](F)(F)F.N12CCN(CC1)CC2